BrC=1C=NC=CC1N1CCN(CC1)CC=1C=C2C(N(C(C2=CC1)=O)N1C(NC(CC1)=O)=O)=O 5-((4-(3-bromopyridin-4-yl)piperazin-1-yl)methyl)-2-(2,4-dioxotetrahydropyrimidin-1(2H)-yl)isoindoline-1,3-dione